C(C)S(=O)(=O)C=1C=C2C(=NC1C=1OC3=C(N1)C=C(C=C3)SC(F)(F)F)N(C(N2C)=O)C 6-ethylsulfonyl-1,3-dimethyl-5-[5-(trifluoromethylsulfanyl)-1,3-benzoxazol-2-yl]imidazo[4,5-b]pyridin-2-one